ClC1=C(C=CC=C1)NC1=NC=CC(=N1)N1N=CC(=C1)NC(=O)N[C@@H](CO)C1=CC=CC=C1 (R)-1-(1-(2-((2-chlorophenyl)amino)pyrimidin-4-yl)-1H-pyrazol-4-yl)-3-(2-hydroxy-1-phenylethyl)urea